methyl 2-[2-[(tert-butoxycarbonyl)amino]ethyl]-4-nitropyrazole-3-carboxylate C(C)(C)(C)OC(=O)NCCN1N=CC(=C1C(=O)OC)[N+](=O)[O-]